C(C1=CC=CC=C1)N1C(N(C[C@H]1C(N(C)C1=C(C(=C(C=C1)F)Cl)F)=O)C(C)(C)C)=O 3-Benzyl-1-(tert-butyl)(S)-4-((3-chloro-2,4-difluorophenyl)(methyl)carbamoyl)-2-oxoimidazolidine